tertbutyl N-(thiophen-2-ylmethyl)-N-[6-(trifluoromethyl)thieno[3,2-c][1,2]thiazol-3-yl]carbamate S1C(=CC=C1)CN(C(OC(C)(C)C)=O)C1=C2C(=NS1)C(=CS2)C(F)(F)F